1,12-dodecamethylenediamine C(CCCCCCN)CCCCCN